C(C)(C)(C)OC(=O)N(C(OC(C)(C)C)=O)C1=C2C=C(N=CC2=CC=C1)Cl tert-butyl N-[(tert-butoxy)carbonyl]-N-(3-chloroisoquinolin-5-yl)carbamate